C(C)OC(C)=O.C(CCCC)(N)N pentanediamine ethyl-acetate